COC (monomethyl) ether